N1C(=CC2=CC=CC=C12)CCC(=O)O indolpropanic acid